C1(CCCCC1)COC=1C=C(C(=O)O)C=CC1 3-(cyclohexylmethoxy)benzoic acid